1-(3-(5-methyl-3-(trifluoromethyl)-8,9-dihydropyrido[3',2':4,5]pyrrolo[1,2-a]pyrazin-7(6H)-yl)-3-oxopropoxy)propan CC=1C2=C(N3C1CN(CC3)C(CCOCCC)=O)N=CC(=C2)C(F)(F)F